ClC=1C=C(C=C(C1)Cl)C(C(F)(F)OC=1C(=C(C=CC1)C)C)=C ((2-(3,5-dichlorophenyl)-1,1-difluoroallyl)oxy)-1,2-dimethylbenzene